3-(3-(3-methoxyphenyl)prop-2-yn-1-yl)-1,7-dimethyl-8-(methylsulfonyl)-1H-purine-2,6(3H,7H)-dione COC=1C=C(C=CC1)C#CCN1C(N(C(C=2N(C(=NC12)S(=O)(=O)C)C)=O)C)=O